Dicyclohexyl-[2-(2,4,6-triisopropylphenyl)phenyl]Phosphine tert-butyl-N-[2-(6-bromo-3,4-dihydro-1H-[1,4]oxazino[4,3-a]benzimidazol-4-yl)ethyl]-N-methyl-carbamate C(C)(C)(C)OC(N(C)CCC1COCC2=NC3=C(N21)C(=CC=C3)Br)=O.C3(CCCCC3)P(C3=C(C=CC=C3)C3=C(C=C(C=C3C(C)C)C(C)C)C(C)C)C3CCCCC3